ClC=1C=NC=C(C1[C@@H](C)OC=1C=C2C(=NNC2=CC1)/C=C/C=1C=CC(=NC1)S(=O)(C)=N)Cl (5-((E)-2-(5-((R)-1-(3,5-Dichloropyridin-4-yl)ethoxy)-1H-indazol-3-yl)vinyl)pyridin-2-yl)(imino)(methyl)-λ6-sulfanone